COC=1C=C(C=CC1N1CCC(CC1)N1[C@H]2CN([C@@H](C1)C2)C)NC2=NC=C(C(=N2)N2OCC[C@H]2C2=CC=CC=C2)C(F)(F)F N-(3-methoxy-4-(4-((1R,4R)-5-methyl-2,5-diazabicyclo[2.2.1]heptan-2-yl)piperidine-1-yl)phenyl)-4-((S)-3-phenylisoxazolidin-2-yl)-5-(trifluoromethyl)pyrimidin-2-amine